(3S,8S,9S,10R,13R,14S,17R)-10,13-dimethyl-17-((R)-4-(pyrimidin-4-yl)butan-2-yl)-2,3,4,7,8,9,10,11,12,13,14,15,16,17-tetradecahydro-1H-cyclopenta[a]phenanthren-3-ol C[C@]12[C@H]3CC[C@@]4([C@H](CC[C@H]4[C@@H]3CC=C2C[C@H](CC1)O)[C@H](C)CCC1=NC=NC=C1)C